3-fluoro-1-methyl-indene FC1=CC(C2=CC=CC=C12)C